6-Methyl 2-((5-(2-(4-cyano-2-fluorophenyl)-2-methylbenzo[d][1,3]dioxol-4-yl)-2,5-diazabicyclo[4.1.0]heptan-2-yl)methyl)-1-((R)-2-methoxypropyl)-1H-benzo[d]imidazole-6-carboxylate C(#N)C1=CC(=C(C=C1)C1(OC2=C(O1)C=CC=C2N2CCN(C1CC21)CC2=NC1=C(N2C[C@@H](C)OC)C=C(C=C1)C(=O)OC)C)F